ClC(C)(C)OP(=O)(OC(C)(C)Cl)OC(C)(C)Cl tri-(chloroisopropyl)-phosphate